O=C1NC(CCC1N1C(C2=CC(=C(C=C2C1=O)N1CCC(CC1)CN1CC(C1)C=O)F)=O)=O 1-((1-(2-(2,6-dioxopiperidin-3-yl)-6-fluoro-1,3-dioxoisoindolin-5-yl)piperidin-4-yl)methyl)azetidine-3-carbaldehyde